(S)-6,7-difluoro-1-isopropyl-3-phenyl-1,2,3,4-tetrahydroquinoxaline FC=1C=C2N[C@H](CN(C2=CC1F)C(C)C)C1=CC=CC=C1